(3s,5r,8s)-3,8-dimethyl-5-prop-1-en-2-yl-3,4,5,6,7,8-hexahydro-2H-azulene-1-one oxime hydrochloride Cl.C[C@H]1CC(C=2[C@H](CC[C@H](CC12)C(=C)C)C)=NO